C(C1=CC=CC=C1)OC=1C=CC2=C(C(=C(O2)C)C(=O)NS(=O)(=O)C(F)(F)F)C1 5-(benzyloxy)-2-methyl-N-((trifluoromethyl)sulfonyl)benzofuran-3-carboxamide